N-(3-bromo-5-fluoro-phenyl)-N-(2,2-difluoroethyl)-6,7-difluoro-1-methyl-[1,2,4]triazolo[4,3-a]quinazolin-5-amine BrC=1C=C(C=C(C1)F)N(C1=NC=2N(C3=CC=C(C(=C13)F)F)C(=NN2)C)CC(F)F